(S)-4-((2-amino-4-((1-hydroxypentan-2-yl)amino)-6-methylpyrimidin-5-yl)methyl)-3-methoxybenzoic acid NC1=NC(=C(C(=N1)N[C@H](CO)CCC)CC1=C(C=C(C(=O)O)C=C1)OC)C